9-(5-(6-Ethoxy-1H-pyrazolo[3',4':3,4]pyrazolo[1,5-a]pyridin-4-yl)pyridin-2-yl)-3,9-diazaspiro[5.5]undecane C(C)OC=1C=C(C=2N(C1)N=C1C2C=NN1)C=1C=CC(=NC1)N1CCC2(CCNCC2)CC1